8-(6-(4-(Dimethylamino)piperidin-1-yl)pyridin-3-yl)-7-fluoro-3-methyl-1-(tetrahydro-2H-pyran-4-yl)-1H-imidazo[4,5-c]cinnolin-2(3H)-one CN(C1CCN(CC1)C1=CC=C(C=N1)C1=CC=2C3=C(N=NC2C=C1F)N(C(N3C3CCOCC3)=O)C)C